FC(C=1C=C(C=CC1)NC(OC(C)(C)C)=O)(C1(CC1)C)F tert-butyl (3-(difluoro(1-methylcyclopropyl)methyl)phenyl)carbamate